ClC=1C(=C2C(=NC1)NC(=N2)C2=CC=C(C=C2)N2CC(N(CC2)CCCOC)C)NC2CCN(CC2)C 6-Chloro-2-{4-[4-(3-methoxypropyl)-3-methylpiperazin-1-yl]phenyl}-N-(1-methylpiperidin-4-yl)-3H-imidazo[4,5-b]pyridin-7-amine